Ethyl 2-({[2-chloro-3-(trifluoromethyl)phenyl]-carbamoyl}oxy)-3-(1H-pyrazol-1-yl)propanoate ClC1=C(C=CC=C1C(F)(F)F)NC(=O)OC(C(=O)OCC)CN1N=CC=C1